N[C@@H](C(=O)OC)CC1=CC=CC=C1 methyl (2R)-2-amino-3-phenylpropionate